NC1=C2C(=NC=N1)N(N=C2C2=CC=C(C=C2)OC2=CC=CC=C2)C[C@H]2N(CCC2)C(C#CC)=O 1-((S)-2-((4-amino-3-(4-phenoxyphenyl)-1H-pyrazolo[3,4-d]pyrimidin-1-yl)methyl)pyrrolidin-1-yl)but-2-yn-1-one